C(C)N1N=C2C(=CC=C(C2=C1)OC1CCNCC1)C(=O)NC=1C=C(C=2N(C1)C=C(N2)C)F 2-ethyl-N-{8-fluoro-2-methylimidazo[1,2-a]pyridin-6-yl}-4-(piperidin-4-yloxy)indazole-7-carboxamide